(1R,3aS,4S,5aS,6aR,6bR,7R)-4-bromo-N-(4-(2-(4-methoxyphenyl)-2-oxoethoxy)phenyl)-2-oxooctahydro-2H-1,5-methanocyclopropa[e]benzofuran-7-carboxamide Br[C@H]1C2[C@@H]3[C@H]([C@@H]4[C@@H](C(O[C@@H]41)=O)[C@H]2C(=O)NC2=CC=C(C=C2)OCC(=O)C2=CC=C(C=C2)OC)C3